[[4-[2-(2-amino-3-pyridyl)-6-phenyl-imidazo[4,5-b]pyridin-3-yl]phenyl]methyl]carbamate NC1=NC=CC=C1C1=NC=2C(=NC=C(C2)C2=CC=CC=C2)N1C1=CC=C(C=C1)CNC([O-])=O